ClC1=CC=2NC(=CC2O1)C(=O)O 2-chloro-4H-furo[3,2-b]pyrrole-5-carboxylic acid